C1(=CC=CC=C1)C1=NC(=NC(=N1)C1=CC=CC=C1)C1=CC(=CC=C1)[Si](C1=CC=CC=C1)(C1=CC=CC=C1)C1=CC=CC=C1 2,4-diphenyl-6-(3'-triphenylsilylphenyl)-1,3,5-triazine